3-(pyridin-2-yloxy)aniline N1=C(C=CC=C1)OC=1C=C(N)C=CC1